ClC1=CC=2OCC3N(C2N=C1)CCC(C3)N3C(CCC3)=O 1-(3-chloro-6,6a,7,8,9,10-hexahydrodipyrido[3,2-b:1',2'-d][1,4]oxazin-8-yl)-2-oxopyrrolidin